ethyl-N-methyl-1H-indole-3-carboxamide C(C)N1C=C(C2=CC=CC=C12)C(=O)NC